2-bromo-5-(difluoromethyl)pyridine BrC1=NC=C(C=C1)C(F)F